amino-7-(4-(pyrrolidin-1-ylmethyl)benzyl)imidazo[2,1-f][1,2,4]triazin-2-ol NC1=NC(=NN2C1=NC=C2CC2=CC=C(C=C2)CN2CCCC2)O